BrC=1C=NN(C1)C1CCN(CC1)CC#C 4-(4-bromo-1H-pyrazol-1-yl)-1-(prop-2-yn-1-yl)piperidine